FP(F)(F)(F)F pentafluoro-λ5-phosphine